(3S,4S)-8-(6-amino-5-((2-amino-3-chloropyridin-4-yl)thio)pyrazin-2-yl)-3-methyl-2-oxa-8-azaspiro[4.5]decan-4-amine fumarate C(\C=C\C(=O)O)(=O)O.NC1=C(N=CC(=N1)N1CCC2([C@@H]([C@@H](OC2)C)N)CC1)SC1=C(C(=NC=C1)N)Cl